C(C)C(COC(=O)C1CCC(CC1)C(=O)OCCCC)CCCC cyclohexane-1,4-dicarboxylic acid butyl (2-ethylhexyl) ester